N-(tert-butoxycarbonyl)-L-norvaline C(C)(C)(C)OC(=O)N[C@@H](CCC)C(=O)O